2-(3-chloro-5-fluoro-4-((5-isopropyl-6-oxo-1,6-dihydropyridazin-3-yl)oxy)phenyl)-3,5-dioxo-2,3,4,5-tetrahydro-1,2,4-triazine-6-carbonitrile ClC=1C=C(C=C(C1OC1=NNC(C(=C1)C(C)C)=O)F)N1N=C(C(NC1=O)=O)C#N